C[C@H]1N(CCN(C1=O)C)CCCOC=1C=C(C=CC1)C1=NC2=CC=C(C=C2C=C1)C=1C2=C(C(N(C1)C)=O)NC=C2 (R)-4-{2-[3-(3-(2,4-dimethyl-3-oxopiperazin-1-yl)propoxy)phenyl]quinolin-6-yl}-6-methyl-1H-pyrrolo[2,3-c]pyridin-7(6H)-one